(S)-2-Amino-2-(1-hydroxycyclopropyl)acetic acid N[C@H](C(=O)O)C1(CC1)O